CC=1C=C(C=C(C1C(=O)CC[Si](C)(C)C)C)CCC(=O)O 3-(3,5-dimethyl-4-((2-(trimethylsilyl)ethyl)carbonyl)phenyl)propionic acid